1-allyl-6,7-dichloro-1,3,4,9-tetrahydro-[1,2,6]thiadiazino[4,3-g]indole 2,2-dioxide C(C=C)N1S(NCC=2C=C(C=3C(=CNC3C21)Cl)Cl)(=O)=O